2-chloro-4-[3-(1,3-dimethylpyrazol-4-yl)-7,8-dihydro-5H-1,6-naphthyridin-6-yl]-7-fluoro-6-methoxy-quinazoline ClC1=NC2=CC(=C(C=C2C(=N1)N1CC=2C=C(C=NC2CC1)C=1C(=NN(C1)C)C)OC)F